C(C)(C)(C)OC(=O)NC(C(=O)O)CC(N1CCCC1)=O 2-((tert-butoxycarbonyl)amino)-4-oxo-4-(pyrrolidin-1-yl)butanoic acid